Cl.C(C)(C)(C)C1CCNCC1 4-(t-butyl)piperidine hydrochloride